ClC=1C(=C2C(=NC1C(F)(F)F)CN(C2)C(=O)OC(C)(C)C)C tert-butyl 3-chloro-4-methyl-2-(trifluoromethyl)-5,7-dihydro-6H-pyrrolo[3,4-b]pyridine-6-carboxylate